O[C@H]1C[C@@]2(C(CCC2C2C1[C@]1(CCC(N(C1CC2)C)=O)C)O)C (4AR,5S,6aS)-5,7-dihydroxy-1,4a,6a-trimethyldodecahydro-1H-indeno[5,4-f]quinolin-2(3H)-one